CC1=NC(=CC(=C1)C1=C(C2=C(N1)C=CS2)C(C)C)C 5-(2,6-dimethyl-4-pyridinyl)-6-isopropyl-4H-thieno[3,2-b]Pyrrole